CC(=CCC/C(=C/CC1=C(C=C(C=C1O)O)C2=CC3=C(O2)C=C(C=C3)O)/C)C The molecule is a member of the class of 1-benzofurans that is 1-benzofuran substituted by a hydroxy group at position 6 and a 2-[(2E)-3,7-dimethylocta-2,6-dien-1-yl]-3,5-dihydroxyphenyl group at position 2. It has a role as a plant metabolite. It is a member of 1-benzofurans and a polyphenol.